3-(4-(4-(3-(4-aminopiperidin-1-yl)-3-oxopropyl)piperazin-1-yl)-1-oxoisoindolin-2-yl)piperidine-2,6-dione NC1CCN(CC1)C(CCN1CCN(CC1)C1=C2CN(C(C2=CC=C1)=O)C1C(NC(CC1)=O)=O)=O